difluoro-2-(3-morpholinophenyl)acetamide FC(C(=O)N)(C1=CC(=CC=C1)N1CCOCC1)F